C[C@H](CC/C=C(\\C)/C=O)[C@H]1CC[C@@]2([C@@]1(CCC3=C2C(=O)C[C@@H]4[C@@]3(CCC(=O)C4(C)C)C)C)C The molecule is a tetracyclic triterpenoid that is lanosta-8,24-dien-26-al substituted by oxo groups at positions 3 and 7. Isolated from Ganoderma lucidum and Ganoderma pfeifferi, it exhibits antiviral and cytotoxic activities. It has a role as a metabolite, an antineoplastic agent and an anti-HSV agent. It is a tetracyclic triterpenoid, a cyclic terpene ketone, a 3-oxo-5alpha-steroid, a 7-oxo steroid and a steroid aldehyde. It derives from a hydride of a lanostane.